C(C)C1=CC=C(N1)C(=O)NC1=NC(=CC=C1)C1=NN=CN1C(C)C 5-Ethyl-N-(6-(4-isopropyl-4H-1,2,4-triazol-3-yl)pyridin-2-yl)-1H-pyrrol-2-carboxamid